4-(3-Bromophenyl)-1-propylpyridin-1-ium iodide [I-].BrC=1C=C(C=CC1)C1=CC=[N+](C=C1)CCC